C(CCC)OC(C=1C=C2C=CC(=CC2=CC1)C(=O)O)C1=CC=2C(CCC(C2C=C1)(C)C)(C)C 6-[Butoxy-(5,5,8,8-tetramethyl-5,6,7,8-tetrahydro-naphthalen-2-yl)-methyl]-naphthalene-2-carboxylic acid